bromoacetic acid vinylester C(=C)OC(CBr)=O